BrC1=CC=C(C=C1)C(CCS(=O)(=N)CC[C@@H](C(=O)OC(C)(C)C)NC(=O)OC(C)(C)C)(C(F)(F)F)C(F)(F)F tert-butyl (2s)-4-(3-(4-bromophenyl)-4,4,4-trifluoro-3-(trifluoromethyl)butylsulfonimidoyl)-2-((tert-butoxycarbonyl)amino)butanoate